2,6-di-tert-butyl-p-aminophenol C(C)(C)(C)C1=C(C(=CC(=C1)N)C(C)(C)C)O